FC(COCCCCCCNCC(O)C1=CC(=C(C=C1)O)CO)(CC1=CC=CC=C1)F 4-(2-{[6-(2,2-difluoro-3-phenylpropoxy)hexyl]Amino}-1-hydroxyethyl)-2-(hydroxymethyl)-phenol